tri(dodecyl)methyl-ammonium bromide [Br-].C(CCCCCCCCCCC)[N+](C)(CCCCCCCCCCCC)CCCCCCCCCCCC